N1(CCC(CC1)C(=O)OC)C(=O)OCC=C 1-Allyl 4-methyl piperidine-1,4-dicarboxylate